C(#N)C=1C=NN2C1C(=CC(=C2)C=2C=NN(C2)[C@@H]2CN(CC2)C(=O)C=2C=C(C=CC2)NC(C=C)=O)OC (S)-N-(3-(3-(4-(3-cyano-4-methoxypyrazolo[1,5-a]pyridin-6-yl)-1H-pyrazol-1-yl)pyrrolidine-1-carbonyl)phenyl)acrylamide